N-(1-((6-(2-chloro-3-(3-chloro-2-(3-methoxy-4-(((tetrahydro-2H-pyran-4-yl)amino)methyl)phenyl)pyridin-4-yl)phenyl)-2-methoxypyridin-3-yl)methyl)piperidin-4-yl)acetamide ClC1=C(C=CC=C1C1=C(C(=NC=C1)C1=CC(=C(C=C1)CNC1CCOCC1)OC)Cl)C1=CC=C(C(=N1)OC)CN1CCC(CC1)NC(C)=O